Methyl 4-(allyloxy)-2-((4-((S)-2-(5-chloropyridin-2-yl)-2-methylbenzo[d][1,3]dioxol-4-yl)piperidin-1-yl)methyl)-1-((oxetan-2-yl)methyl)-1H-benzo[d]imidazole-6-carboxylate C(C=C)OC1=CC(=CC=2N(C(=NC21)CN2CCC(CC2)C2=CC=CC=1O[C@](OC12)(C)C1=NC=C(C=C1)Cl)CC1OCC1)C(=O)OC